C[C@H]1CN(CCC1)C1CCN(CC1)C=1SC(=CN1)C(=O)N[C@H](C)C1=CC=C(C=C1)C 2-[(3R)-3-methyl-[1,4'-bipiperidin]-1'-yl]-N-[(1R)-1-(4-methylphenyl)ethyl]-1,3-thiazole-5-carboxamide